CN1C(=C(C2=C1N=CN=C2N)C2=CC=C(C=C2)OC2=NC=CC=N2)C2CCC1(CCNCC1)CC2 7-methyl-5-(4-(pyrimidin-2-yloxy)phenyl)-6-(3-azaspiro[5.5]undec-9-yl)-7H-pyrrolo[2,3-d]pyrimidin-4-amine